FC=1C=C(C=C(C1)C=1N=NN(C1)C1COC1)NC1=NC(=NC(=C1)C1=NC=CN=C1)[C@@H]1CC[C@@H](N(C1)C(C)=O)C 1-((2S,5R)-5-(4-((3-fluoro-5-(1-(oxetan-3-yl)-1H-1,2,3-triazol-4-yl)phenyl)amino)-6-(pyrazin-2-yl)pyrimidin-2-yl)-2-methylpiperidin-1-yl)ethan-1-one